C(C)N1CCN(CC1)CC=1C=CC(=NC1)NC1=NC=C(C(=N1)C=1C=C(C2=C(N(C(=N2)C)C(C)C)C1)F)F N-[5-[(4-ethyl-1-piperazinyl)methyl]-2-pyridinyl]-5-fluoro-4-[4-fluoro-2-methyl-1-isopropyl-1H-benzimidazol-6-yl]-2-pyrimidinamine